(R)-(4-(4-fluoropyrazolo[1,5-a]pyridin-2-yl)-1,4,6,7-tetrahydro-5H-imidazo[4,5-c]pyridin-5-yl)(5-(1-methyl-1H-pyrazol-4-yl)-1,3,4-thiadiazol-2-yl)methanone FC=1C=2N(C=CC1)N=C(C2)[C@@H]2N(CCC1=C2N=CN1)C(=O)C=1SC(=NN1)C=1C=NN(C1)C